(1-Methyl-3-(tributylstannyl)-1H-1,2,4-triazol-5-yl)propan-2-ol CN1N=C(N=C1CC(C)O)[Sn](CCCC)(CCCC)CCCC